phenyl (3-chloro-4-methyl-5-morpholinophenyl)carbamate ClC=1C=C(C=C(C1C)N1CCOCC1)NC(OC1=CC=CC=C1)=O